CNC(CCCO)=O γ-hydroxybutyric acid methylamide